C[C@@H]1CC2=NN3C(C(N(C[C@H](C3)C3=NNC=C3)C)=O)=C2CN1C(=O)OC(C)(C)C |o1:10| (3R,8R*)-tert-butyl 3,10-dimethyl-11-oxo-8-(1H-pyrazol-3-yl)-3,4,8,9,10,11-hexahydro-1H-pyrido[4',3':3,4]-pyrazolo[1,5-a][1,4]diazepine-2(7H)-carboxylate